6-(pyridin-4-yl)-1H,6H,7H-pyrrolo[2,3-c]pyridin-7-one N1=CC=C(C=C1)N1C(C2=C(C=C1)C=CN2)=O